CNCCOCCNC(C)=O N-(2-(2-(methylamino)ethoxy)ethyl)acetamide